ClC1=C(C=CC=C1)C(CCC#N)NCC=1C=NC=CC1 (E)-4-(2-chlorophenyl)-4-((pyridin-3-ylmethyl)amino)butanenitrile